8-fluoroquinazoline-6-carbonitrile formate salt C(=O)O.FC=1C=C(C=C2C=NC=NC12)C#N